n-butyl acetate (n-butyl acetate) C(CCC)CC(=O)O.C(C)(=O)OCCCC